(4-fluorophenyl)-1H-indazol FC1=CC=C(C=C1)N1N=CC2=CC=CC=C12